ClC1=C(C=CC=C1NC(=O)C=1N(C2=C(CN(CC2)C)N1)C)C1=C(C(=CC=C1)N(C(=O)C1=NC=C(C(=C1)OC)CNC1COC1)C)C N-(2-chloro-3'-(4-methoxy-5-((oxetan-3-ylamino)methyl)methylpyridinoylamino)-2'-methyl-[1,1'-biphenyl]-3-yl)-1,5-dimethyl-4,5,6,7-tetrahydro-1H-imidazo[4,5-c]pyridine-2-carboxamide